C(CCCCC(=O)OCC)(=O)OCC diethyl adipate